CC1=C(SC=[N+]1CC2=CN=C(N=C2N)C)CCO.Cl.[Cl-] The molecule is a hydrochloride obtained by combining thiamine chloride with one molar equivalent of hydrochloric acid. It is a thiamine and a hydrochloride. It contains a thiamine(2+).